3-(2-amino-2-phenylacetamido)-2-hydroxy-3,4-dihydro-2H-benzo[e][1,2]oxaborinine-8-carboxylic acid NC(C(=O)NC1B(OC2=C(C1)C=CC=C2C(=O)O)O)C2=CC=CC=C2